3,5-Dichloro-2-pentanone ClC(C(C)=O)CCCl